FC1(CCC2=C1N=C(N=C2N2C[C@H](CC2)CC(=O)NO)N2[C@H](CC2)C)F 2-((R)-1-(7,7-difluoro-2-((S)-2-methylazetidin-1-yl)-6,7-dihydro-5H-cyclopenta[d]pyrimidin-4-yl)pyrrolidin-3-yl)-N-hydroxyacetamide